N-(7-cyano-2-(2,6-dioxopiperidin-3-yl)-1-oxoisoindolin-5-yl)acetamide C(#N)C=1C=C(C=C2CN(C(C12)=O)C1C(NC(CC1)=O)=O)NC(C)=O